OC1=NC(=NC2=C(C=C(C=C12)C)C(C)NC1=C(C(=O)O)C=CC=C1)C1=CC=NC=C1 2-((1-(4-hydroxy-6-methyl-2-(pyridin-4-yl)quinazolin-8-yl)ethyl)amino)benzoic acid